Cl.N1CCC(CC1)C1=C2C(=NC=C1)NC(=N2)[C@@H]2COCCC2 |r| (rac)-7-(4-piperidyl)-2-tetrahydropyran-3-yl-3H-imidazo[4,5-b]pyridine, hydrochloride